CC1CNCC(O1)C=1C=NN(C1)CC1COC1 2-methyl-6-[1-(oxetan-3-ylmethyl)pyrazol-4-yl]Morpholine